C1(=CC=CC=C1)C1=NC(=CC(=N1)C1=C(C=CC=C1)C1=C2C=3C=CC(=CC3C3(C2=CC=C1)CCCCC3)C#N)C3=CC=CC=C3 5'-(2-(2,6-diphenylpyrimidin-4-yl)phenyl)spiro[cyclohexane-1,9'-fluorene]-2'-carbonitrile